CN1N=C(C=2NC(NC(C21)=O)=S)C 1,3-dimethyl-5-thioxo-5,6-dihydro-1H-pyrazolo[4,3-d]pyrimidin-7(4H)-one